N1=C(C=CC=C1)C#CC(=O)O 3-(2-pyridyl)propiolic acid